2-(2-ethoxypyridin-3-yl)-1'-[6-methoxy-2-(trifluoromethyl)pyridin-3-yl]-7-pyrrolidin-3-ylspiro[6H-1,7-naphthyridine-5,4'-piperidine]-8-one C(C)OC1=NC=CC=C1C1=NC=2C(N(CC3(CCN(CC3)C=3C(=NC(=CC3)OC)C(F)(F)F)C2C=C1)C1CNCC1)=O